FC=1C=C(OC=2C(=CC=C3C[C@H](C(N(C23)C)=O)NC(=O)N)C)C=CC1 ((3R)-8-(3-fluorophenoxy)-1,7-dimethyl-2-oxo-1,2,3,4-tetrahydroquinolin-3-yl)urea